tert-butyl (tert-butoxycarbonyl)(5-iodo-7-(1-(methylsulfonyl)piperidin-4-yl)-7H-pyrrolo[2,3-d]pyrimidin-4-yl)carbamate C(C)(C)(C)OC(=O)N(C(OC(C)(C)C)=O)C=1C2=C(N=CN1)N(C=C2I)C2CCN(CC2)S(=O)(=O)C